OCC1(C(NCC1)=O)NC(=O)C1=C(C=C2C=CC(=CN12)OC1=C(C=CC=C1)OC)C N-(3-(hydroxymethyl)-2-oxopyrrolidin-3-yl)-6-(2-methoxyphenoxy)-2-methylindolizine-3-carboxamide